N=1C(C=NC=CC1)=O 1,4-diazepinone